C(C)OC(=O)C1(CCC1)CC=1C=C(C=CC1)N1C(=CC2=CC=C(C=C12)OC(F)(F)F)C(=O)O 1-(3-((1-(ethoxycarbonyl)cyclobutyl)methyl)phenyl)-6-(trifluoromethoxy)-1H-indole-2-carboxylic acid